O=C1N(CCC(N1)=O)C=1C=C(CN2CCC(CC2)C=2SC3=C(N2)C=C(C(=C3)NC(C3=CN=C(C=C3)C(F)(F)F)=O)C(C)(C)O)C=CC1 N-(2-(1-(3-(2,4-dioxotetrahydropyrimidin-1(2H)-yl)benzyl)piperidin-4-yl)-5-(2-hydroxypropane-2-yl)benzo[d]thiazol-6-yl)-6-(trifluoromethyl)nicotinamide